2-(((2-methyl-6-(3-methyl-4-((2-phenylethyl)sulfonamido)isoxazol-5-yl)pyridin-3-yl)oxy)methyl)cyclohexane-1-carboxylic acid CC1=NC(=CC=C1OCC1C(CCCC1)C(=O)O)C1=C(C(=NO1)C)NS(=O)(=O)CCC1=CC=CC=C1